FC(CNC(C(C1=CC=C(C=C1)F)N1C[C@@H](N(C[C@H]1C)C(=O)OC(C)(C)C)C)=O)F tert-butyl (2S,5R)-4-(2-((2,2-difluoroethyl)amino)-1-(4-fluorophenyl)-2-oxoethyl)-2,5-dimethylpiperazine-1-carboxylate